CC1=C(C=NC=2OCCN(C21)C(=O)OC(C)(C)C)N2CC1=CC(=NC=C1CC2)NC2=CC(=C(C=C2)[N+](=O)[O-])C tert-butyl 8-methyl-7-{7-[(3-methyl-4-nitrophenyl) amino]-1,2,3,4-tetrahydro-2,6-naphthyridin-2-yl}-1H,2H,3H-pyrido[2,3-b][1,4]oxazine-1-carboxylate